(3R)-3-(3-bromophenyl)butanoyl-hydrazine BrC=1C=C(C=CC1)[C@@H](CC(=O)NN)C